methyl 4-(aminomethyl)-3-methoxybenzoate NCC1=C(C=C(C(=O)OC)C=C1)OC